(1-isopropyl-4-((1-(3,4,5-trimethoxyphenyl)-1H-imidazol-4-yl)amino)-1H-pyrazolo[3,4-d]pyrimidin-6-yl)methanol C(C)(C)N1N=CC=2C1=NC(=NC2NC=2N=CN(C2)C2=CC(=C(C(=C2)OC)OC)OC)CO